2-methyl-4-oxopentanoic acid ethyl ester C(C)OC(C(CC(C)=O)C)=O